1,4-dicyanatonaphthalene O(C#N)C1=CC=C(C2=CC=CC=C12)OC#N